2-({[3-(2H-1,3-benzodioxol-5-yl)-1,2,4-oxadiazol-5-yl]methyl}sulfanyl)-4-(trifluoromethyl)pyridine O1COC2=C1C=CC(=C2)C2=NOC(=N2)CSC2=NC=CC(=C2)C(F)(F)F